diglycidyl-N-phenoxyaniline C(C1CO1)C1=C(N(OC2=CC=CC=C2)CC2CO2)C=CC=C1